FC(OC1=C(C=O)C=CC(=C1)C1=NN(C(=C1)C=1C=NC(=CC1)C)C)F 2-(difluoromethoxy)-4-[1-methyl-5-(6-methylpyridin-3-yl)-1H-pyrazol-3-yl]benzaldehyde